COC=1C=C2C(=CC=NC2=CC1OC)OC1=C(C=C(C=C1)C=1N(C=CC(C1C1=CC=C(C=C1)F)=O)C)F (4-((6,7-dimethoxyquinolin-4-yl)oxy)-3-fluorophenyl)-3-(4-fluorophenyl)-1-methyl-4-oxo-1,4-dihydropyridine